CC1=C2C(C(=O)NNC2=O)=CC=C1 3-methylphthalhydrazide